C1(=CC=CC2=CC=CC=C12)C(=O)Cl naphthaloyl chloride